ClC=1C=C(C(=NC1)OC1=CC=C(C=C1)N1N=C(N=N1)CN1CC(CC1)C(=O)O)F 1-((2-(4-((5-chloro-3-fluoropyridin-2-yl)oxy)phenyl)-1,2,3,4-tetrazol-5-yl)methyl)pyrrolidine-3-carboxylic acid